N-[4-(3-Cyanophenyl)-5-(2,6-dimethyl-4-pyridyl)thiazol-2-yl]-4-(2-hydroxy-1,1-dimethyl-ethyl)piperazin-1-carboxamid C(#N)C=1C=C(C=CC1)C=1N=C(SC1C1=CC(=NC(=C1)C)C)NC(=O)N1CCN(CC1)C(CO)(C)C